(S)-1-(5-carboxy-2-(3,4-dichloro-5-methyl-1H-pyrrole-2-carboxamido)phenyl)piperidin-3-aminium chloride [Cl-].C(=O)(O)C=1C=CC(=C(C1)N1C[C@H](CCC1)[NH3+])NC(=O)C=1NC(=C(C1Cl)Cl)C